2,6-diphenylphenylphosphine C1(=CC=CC=C1)C1=C(C(=CC=C1)C1=CC=CC=C1)P